4'-Ethynylcytidine C(#C)[C@]1([C@H]([C@H]([C@@H](O1)N1C(=O)N=C(N)C=C1)O)O)CO